CNC1=NC=CC(=C1)C[C@@H]1[C@H](N(C1=O)C(=O)N[C@H](CC)C1=CC=CC=C1)C(=O)N(C)C=1SC=CC1 (2S,3R)-3-((2-methylaminopyridin-4-yl)methyl)-N2-(thiophen-2-yl)-N1-((R)-1-phenylpropyl)-N2-methyl-4-oxoazetidine-1,2-dicarboxamide